3-sulfino-D-valine S(=O)(O)C([C@@H](N)C(=O)O)(C)C